C(C)(C)(C)OC(=O)N1CC(C(CC1)NC1=NN2C(C=N1)=C(N=C2C(C)C(C)C)Cl)F tert-butyl-4-{[5-chloro-7-(3-methylbutan-2-yl)imidazo[4,3-f][1,2,4]triazin-2-yl]amino}-3-fluoropiperidine-1-carboxylate